(S)-2-oxo-N-(pyrrolidin-3-ylmethyl)indoline O=C1N(C2=CC=CC=C2C1)C[C@@H]1CNCC1